(5Z)-5-(1,3-benzothiazol-6-ylmethylene)-2-(cyclohexylamino)-3-methyl-imidazol-4-one S1C=NC2=C1C=C(C=C2)\C=C/2\C(N(C(=N2)NC2CCCCC2)C)=O